2-(4-(5-chloro-6-(4-(3-methyloxetan-3-yl)piperazin-1-yl)-1H-indazol-1-yl)-1H-pyrazol-1-yl)cyclopropane-1-carboxamide ClC=1C=C2C=NN(C2=CC1N1CCN(CC1)C1(COC1)C)C=1C=NN(C1)C1C(C1)C(=O)N